CC=1CC=2C=C3CCCC3=C(C2C1)C1=CC=CC=C1 6-methyl-8-phenyl-1,2,3,5-tetrahydro-s-indacene